C(C1=CC=CC=C1)OC(=O)N1[C@H](C[C@H](C1)O)C(=O)O (2R,4R)-1-(benzyloxycarbonyl)-4-hydroxypyrrolidine-2-carboxylic acid